BrC=1C=C2C(=CNC2=CC1)/C(/C#N)=C/C=1C=NC=CC1N(CC)CC (Z)-2-(5-bromo-1H-indol-3-yl)-3-(4-(diethylamino)pyridin-3-yl)acrylonitrile